N=1C=NN2C1C=CC(=C2)C2=CNC=1N=C(N=CC12)N[C@@H]1CC[C@@H](CC1)OC 5-([1,2,4]triazolo[1,5-a]pyridin-6-yl)-N-(cis-4-methoxycyclohexyl)-7H-pyrrolo[2,3-d]pyrimidin-2-amine